2-(6-ethyl-8-methoxycinnolin-4-yl)-7-((2-methyl-1H-imidazol-1-yl)methyl)-5-(1-methyl-3-(trifluoromethyl)-1H-pyrazol-4-yl)-3,4-dihydroisoquinolin-1(2H)-one C(C)C=1C=C2C(=CN=NC2=C(C1)OC)N1C(C2=CC(=CC(=C2CC1)C=1C(=NN(C1)C)C(F)(F)F)CN1C(=NC=C1)C)=O